C[C@@H]1[C@H](N(C2CC1C2)C(=O)C=2N=C(SC2C2=CC=CC=C2)C)COC=2N=CC1=CC=CC=C1C2 3-{[(3s,4s)-4-methyl-2-(2-methyl-5-phenyl-1,3-thiazole-4-carbonyl)-2-azabicyclo[3.1.1]hept-3-yl]methoxy}isoquinoline